OC(CCC1=CC=C(C=C1)C1=NC(=NC(=N1)C1=CC=C(C=C1)CCC(O)O)C1=CC=C(C=C1)CCC(O)O)O 2,4,6-tri(4-dihydroxypropylphenyl)-1,3,5-triazine